N1=NN(C2=NC=CC=C21)C2=C(C=C(C=N2)NC(=O)C=2C=NN(C2C(F)(F)F)C2=C1C=CC=NC1=CC=C2)Cl N-(6-(3H-[1,2,3]Triazolo[4,5-b]pyridin-3-yl)-5-chloropyridin-3-yl)-1-(chinolin-5-yl)-5-(trifluoromethyl)-1H-pyrazol-4-carboxamid